ClC=1C(=CC2=C(N=C(S2)C2=C3N=CC(=NC3=CC(=C2)C)OC)C1)OC 5-chloro-6-methoxy-2-(2-methoxy-7-methylquinoxalin-5-yl)benzo[d]Thiazole